5-chloro-2-(4-fluoro-2-methylphenoxy)-N-(2-(N-(piperidin-4-ylmethyl)sulfamoyl)pyridin-4-yl)-4-(trifluoromethyl)benzamide ClC=1C(=CC(=C(C(=O)NC2=CC(=NC=C2)S(NCC2CCNCC2)(=O)=O)C1)OC1=C(C=C(C=C1)F)C)C(F)(F)F